BrC1=CC=C(C=C1)C1=CC2=C(N=CN=C2N2C3COCC2CC3)N1COCC[Si](C)(C)C 8-(6-(4-bromophenyl)-7-((2-(trimethylsilyl)ethoxy)methyl)-7H-pyrrolo[2,3-d]pyrimidin-4-yl)-3-oxa-8-azabicyclo[3.2.1]octane